(3-chloro-4-cyano-2-methylphenyl)-D-threonine ClC=1C(=C(C=CC1C#N)N[C@H]([C@@H](O)C)C(=O)O)C